tert-butyl (3aS*,6aS*)-1-((R*)-4-(allyloxy)-2-(difluoromethoxy)-3,3-dimethyl-4-oxobutyl)-6,6-difluorohexahydro-4H-pyrrolo[3,2-c]isoxazole-4-carboxylate C(C=C)OC(C([C@H](CN1OC[C@@H]2[C@H]1C(CN2C(=O)OC(C)(C)C)(F)F)OC(F)F)(C)C)=O |o1:6,11,12|